(2R,3S,4S,5R)-3-(3,4-difluoro-2-methoxyphenyl)-4,5-dimethyl-N-(3-oxo-2,3-dihydro-1H-pyrrolo[1,2-c]imidazol-7-yl)-5-(trifluoromethyl)tetrahydrofuran-2-carboxamide FC=1C(=C(C=CC1F)[C@H]1[C@@H](O[C@]([C@H]1C)(C(F)(F)F)C)C(=O)NC=1C=CN2C(NCC21)=O)OC